FC1=C(C=CC(=C1)[N+](=O)[O-])C1=CC2(CN(C2)C(=O)OC(C)(C)C)C1 tert-butyl 6-(2-fluoro-4-nitrophenyl)-2-azaspiro[3.3]hept-5-ene-2-carboxylate